amino-5-(4-(4-(trifluoromethyl)phenyl)-1H-1,2,3-triazol-1-yl)-[1,1'-biphenyl]-3-carboxylic acid NC1=C(C=C(C=C1C(=O)O)N1N=NC(=C1)C1=CC=C(C=C1)C(F)(F)F)C1=CC=CC=C1